magnesium cesium sulfate S(=O)(=O)([O-])[O-].[Cs+].[Mg+2]